5-bromo-N-[2-(2,2-dimethyl-1,3-dioxolan-4-yl)ethyl]-N-methyl-2,3-dihydro-1H-inden-1-amine BrC=1C=C2CCC(C2=CC1)N(C)CCC1OC(OC1)(C)C